5-phenyl-2-phenyl-naphtho[2,1-d]oxazole C1(=CC=CC=C1)C1=CC=2N=C(OC2C2=CC=CC=C12)C1=CC=CC=C1